chlorodiethylene glycol dimethyl ether COC(COCCOC)Cl